C[C@H](C1=CC(=O)C(=CC1=O)OC)[C@H](C2=CC(=C(C=C2)OC)O)O The molecule is a member of the class of 1,4-benzoquinones that is substituted by a methoxy group at position 5 and a propan-2-yl group at position 2 which in turn is substituted by a hydroxy group and a 3-hydroxy-4-methoxyphenyl groups at position 1. It has been isolated from Pterocarpus santalinus. It has a role as a metabolite and a plant metabolite. It is a member of phenols, an aromatic ether, a secondary alcohol and a member of 1,4-benzoquinones.